3-methacryloyloxypropyltriisopropoxysilane C(C(=C)C)(=O)OCCC[Si](OC(C)C)(OC(C)C)OC(C)C